C1(CC1)C[C@@H](C(=O)N1C[C@]2(C[C@H]1C(=O)N)C(N(CC2OC)CC2=CC=C(C=C2)OC)=O)NC (3S,5S)-2-((S)-3-cyclopropyl-2-(methylamino)propanoyl)-9-methoxy-7-(4-methoxybenzyl)-6-oxo-2,7-diazaspiro[4.4]nonane-3-carboxamide